C1=CC=CC=2C3=CC=CC=C3N(C12)C1=CC(=C(C=C1)C1=C(C=C(C=C1)N1C2=CC=CC=C2C=2C=CC=CC12)C)C 4,4'-Bis(carbazole-9-yl)-2,2'-dimethylbiphenyl